O=C1NCC2=CC=C(C=C12)OCC1CN(CCC1)C(=O)O 3-{[(3-oxoisoindolin-5-yl)oxy]Methyl}-piperidine-1-carboxylic acid